IC=1N=C(N2N=C(C=C(C21)C2(CC2)S(=O)(=O)C)N2[C@@H](COCC2)C)I (R)-4-(5,7-diiodo-4-(1-(methylsulfonyl)cyclopropyl)imidazo[1,5-b]pyridazin-2-yl)-3-methylmorpholine